ClC=1C=NC(=NC1)[C@H]([C@H](C)S(=O)(=O)NC(=NC1=C(C=CC=C1OC)OC)NNC(CC1=CC=CC=C1)=O)C N-(((2S,3R)-3-(5-chloropyrimidin-2-yl)butan-2-yl)sulfonyl)-N'-(2,6-dimethoxyphenyl)-2-(2-phenylacetyl)hydrazinecarboximidamide